C1=2N3CC4CCC(C3CCC3=NC=CC(=NC=N1)C23)N4C(=O)[O-] O-oxa-2,12,16,18,20-pentazapentacyclo[9.7.1.14,7.02,8.015,19]icosa-1(19),11,13,15,17-pentaene-20-carboxylate